C(=C)C1CCC(CC1)C1CCC(CC1)\C=C\C (trans)-4-vinyl-4'-[(E,Z)-1-propenyl]-bicyclohexane